3-iodo-N-{(1S)-1-[1-(5-iodopyridin-2-yl)-1H-1,2,4-triazol-5-yl]ethyl}-5-(trifluoromethyl)benzamide IC=1C=C(C(=O)N[C@@H](C)C2=NC=NN2C2=NC=C(C=C2)I)C=C(C1)C(F)(F)F